4-(2-(8-chloro-7-methylimidazo[1,2-a]pyridin-6-yl)-3-isopropyl-1H-indol-5-yl)piperidine-1-carboxylic acid tert-butyl ester C(C)(C)(C)OC(=O)N1CCC(CC1)C=1C=C2C(=C(NC2=CC1)C=1C(=C(C=2N(C1)C=CN2)Cl)C)C(C)C